5,6,11,12-tetraphenyl-naphthacene C1(=CC=CC=C1)C1=C2C=CC=CC2=C(C2=C(C3=CC=CC=C3C(=C12)C1=CC=CC=C1)C1=CC=CC=C1)C1=CC=CC=C1